bromo-1-(tetrahydro-2H-pyran-4-yl)ethan-1-one BrCC(=O)C1CCOCC1